4-butoxybenzylsuccinic acid dimethyl ester COC(C(CC(=O)OC)CC1=CC=C(C=C1)OCCCC)=O